CN(C(COCCCCCCCCC)COCCCCCCCC\C=C/C\C=C/CCCCC)C N,N-dimethyl-1-(nonyloxy)-3-[(9Z,12Z)-octadeca-9,12-diene-1-yloxy]propan-2-amine